C(C(=C)C)(=O)OC1C2CCC(C1CC(C(F)(F)F)(C(F)(F)F)O)C2 3-[3,3,3-trifluoro-2-hydroxy-2-(trifluoromethyl)propyl]bicyclo[2.2.1]hept-2-yl methacrylate